C(=O)(O)[Cu](C(=O)O)(C(=O)O)(C(=O)O)(C(=O)O)(C(=O)O)(C(=O)O)C(=O)O octacarboxycopper